dipentaerythritol tetrakis[3-(3,5-di-t-butyl-4-hydroxyphenyl) propionate] C(C)(C)(C)C=1C=C(C=C(C1O)C(C)(C)C)CCC(=O)OCC(COC(CCC1=CC(=C(C(=C1)C(C)(C)C)O)C(C)(C)C)=O)(COCC(COC(CCC1=CC(=C(C(=C1)C(C)(C)C)O)C(C)(C)C)=O)(COC(CCC1=CC(=C(C(=C1)C(C)(C)C)O)C(C)(C)C)=O)CO)CO